ClC1=C(C#N)C=CC(=N1)C1=COCC1 2-chloro-6-(4,5-dihydrofuran-3-yl)nicotinonitrile